C(C)(C)(C)C1(N(CC12CCC2)C(=O)[O-])[C@H](C)N[S@](=O)C(C)(C)C tert-butyl-[(1S)-1-{[(R)-2-methylpropan-2-sulfinyl] amino} ethyl]-2-azaspiro[3.3]heptane-2-carboxylate